C(C1=CC=CC=C1)NC(C)CCC1=CC=CC=C1 benzyl-(4-phenylbutan-2-yl)amine